(S)-Phenyl(2-(3-(3-phenylpropyl)-1,2,4-oxadiazol-5-yl)piperidin-1-yl)methanone C1(=CC=CC=C1)C(=O)N1[C@@H](CCCC1)C1=NC(=NO1)CCCC1=CC=CC=C1